7-((S)-1-methoxypropane-2-yl)-2-((1-(methyl-d3)-3-((tetrahydrofuran-3-yl)oxy)-1H-pyrazol-4-yl)amino)-7H-pyrrolo[2,3-d]pyrimidine-6-carbonitrile COC[C@H](C)N1C(=CC2=C1N=C(N=C2)NC=2C(=NN(C2)C([2H])([2H])[2H])OC2COCC2)C#N